IC1=CN=C2N1N=C(C=C2)NC 3-iodo-N-methylimidazo[1,2-b]pyridazin-6-amine